R-1-(dibenzylamino)-4-methyl-2-chloropentane C(C1=CC=CC=C1)N(C[C@@H](CC(C)C)Cl)CC1=CC=CC=C1